amino-7-methyl-[1,1'-binaphthyl]-2-ol NC1=C(C(=C2C=C(C=CC2=C1)C)C1=CC=CC2=CC=CC=C12)O